4-amino-5,6-dimethylthieno(2,3-D)pyrimidin-2(1H)-one NC=1C2=C(NC(N1)=O)SC(=C2C)C